FC=1C=C(C=C(C1)F)C=1OC(=C(N1)C(=O)N)C1=C(C=CC=C1)[N+](=O)[O-] 2-(3,5-difluorophenyl)-5-(2-nitrophenyl)Oxazole-4-carboxamide